4-chloro-5-(4,4-difluorocyclohexyl)pyridine-2-carbonyl azide ClC1=CC(=NC=C1C1CCC(CC1)(F)F)C(=O)N=[N+]=[N-]